CC1=CC=C(C=C1)S(=O)(=O)O 4-methyl-benzene-sulfonic acid